dodecylmethyl(2-oxo-2-phenylethyl)-sulfonium hexafluoroantimonate F[Sb-](F)(F)(F)(F)F.C(CCCCCCCCCCC)[S+](CC(C1=CC=CC=C1)=O)C